(4S)-4-[[(S)-tert-butylsulfinyl]amino]-2-methyl-3,4-dihydro-2H-quinoline-1-carboxylic acid tert-butyl ester C(C)(C)(C)OC(=O)N1C(C[C@@H](C2=CC=CC=C12)N[S@@](=O)C(C)(C)C)C